NC[C@@H](C(=O)O)NC (S)-3-amino-2-(methylamino)propanoic acid